3-((1-(1-Ethylcyclohexane-1-carbonyl)-4-hydroxypiperidin-4-yl)methyl)-6-(2-fluorophenyl)pyrimidin C(C)C1(CCCCC1)C(=O)N1CCC(CC1)(O)CN1CN=C(C=C1)C1=C(C=CC=C1)F